C1CCC=2N1C1=C(N2)C(=CC=C1)NC(C1=C(C=C(C=C1)NS(=O)(=O)CCO)N1CCC2(CC2)CC1)=O N-(2,3-dihydro-1H-benzo[d]pyrrolo[1,2-a]imidazol-5-yl)-4-(2-hydroxyethanesulfonylamino)-2-(6-azaspiro[2.5]oct-6-yl)benzamide